([1,1'-Biphenyl]-4-ylmethyl)(5-chloro-3-cyclopropylpyrazolo[1,5-a]pyrimidin-7-yl)carbamic acid tert-butyl ester C(C)(C)(C)OC(N(C1=CC(=NC=2N1N=CC2C2CC2)Cl)CC2=CC=C(C=C2)C2=CC=CC=C2)=O